C(C1=CC=CC=C1)N(CC1=CC=CC=C1)CC=1N=NN(C1)C1=CC=C(C(=O)N)C=C1 4-(4-((dibenzylamino)methyl)-1H-1,2,3-triazol-1-yl)benzamide